C1(=CC=CC=C1)C=1CC(NCC1)C=1C=NC=CC1 3-(4-phenyl-1,2,3,6-tetrahydropyridin-2-yl)pyridine